C(#N)C1CCC(CC1)NC(C1=NC(=C(C=C1)N1CCN(CC1)CC1=CC=2C3=C(N(C(NC3=C1F)=O)CC)N=CN2)C)=O N-((1s,4s)-4-cyanocyclohexyl)-5-(4-((3-ethyl-9-fluoro-2-oxo-2,3-dihydro-1H-pyrimido[4,5,6-de]quinazolin-8-yl)methyl)piperazin-1-yl)-6-methylpicolinamide